2-methyl-6-bromoisoquinoline CN1CC2=CC=C(C=C2C=C1)Br